FC1=C(C=CC=C1)C1=NC=2[C@]3([C@H](CCC2C(=N1)C1=C(C=CC=C1)F)[C@H](C(C(=C3)C#N)=O)C)C (6aR,7R,10aS)-2,4-bis(2-fluorophenyl)-7,10a-dimethyl-8-oxo-5,6,6a,7,8,10a-hexahydrobenzo[h]quinazoline-9-carbonitrile